ClC1=CC=C(OCC2=CC=C(\C=C/3\C(=C(C4=CC(=CC=C34)CC)CC(=O)O)C)C=C2)C=C1 (Z)-2-(1-(4-((4-chlorophenoxy)methyl)benzylidene)-5-ethyl-2-methyl-1H-inden-3-yl)acetic acid